CC[C@@H](\C=C\[C@@H](C)[C@H]1CC[C@H]2C3=CC[C@H]4C[C@H](CC[C@]4(C)[C@H]3CC[C@]12C)O)C(=C)C (3b,5a,22E,24S)-Stigmasta-7,22,25-trien-3-ol